OC=1C=C(C=CC1O)C(C1=C(C(=C(C(=C1)C)O)C)C)C1=C(C(=C(C(=C1)C)O)C)C 4,4'-[(3,4-dihydroxyphenyl)methylene]bis[2,3,6-trimethylphenol]